[C@H]12CNC[C@H](CC1)S2 (1R,5S)-8-thia-3-azabicyclo[3.2.1]octane